7-((isoxazol-3-ylmethyl)(methyl)amino)-4-(o-tolyl)-2H-chromen-2-one O1N=C(C=C1)CN(C1=CC=C2C(=CC(OC2=C1)=O)C1=C(C=CC=C1)C)C